NC1=C2N=CN(C2=NC(=N1)Cl)[C@H]1[C@@H]([C@@]([C@H](O1)COC(C(=O)O)C(=O)O)(O)C#CC1=NN(C=C1)CC1=CC=CC=C1)O 2-(((2R,3S,4R,5R)-5-(6-amino-2-chloro-9H-purin-9-yl)-3-((1-benzyl-1H-pyrazol-3-yl)ethynyl)-3,4-dihydroxytetrahydrofuran-2-yl)methoxy)malonic acid